NC1=NC=2C3=C(C(CC2C=N1)(C)C)C(=NN3)C(=O)NC3=CC=C(C=C3)C(=O)N3CCC(CC3)N(C)C 8-amino-N-(4-{[4-(dimethylamino)piperidin-1-yl]carbonyl}phenyl)-4,4-dimethyl-4,5-dihydro-1H-pyrazolo[4,3-H]quinazoline-3-carboxamide